[N+](=O)([O-])C1=CC2=CN(N=C2C=C1C(=O)OC)C1CC(C1)N1CCNCC1 methyl 5-nitro-2-((1r,3r)-3-(piperazin-1-yl)cyclobutyl)-2H-indazole-6-carboxylate